3-oxo-5-phenylpentanoic acid methyl ester COC(CC(CCC1=CC=CC=C1)=O)=O